C(C)OC1=CC(=CC(=N1)N1C(C2=CC(=CC(=C2C1)C(F)(F)F)CNC1(CCC1)C)=O)C1(CCC1)CC1=NN=CN1C 2-(6-ethoxy-4-(1-((4-methyl-4H-1,2,4-triazol-3-yl)methyl)cyclobutyl)pyridin-2-yl)-6-(((1-methylcyclobutyl)amino)methyl)-4-(trifluoromethyl)isoindolin-1-one